COC1=CC=C(C=N1)OC1CCN(CC1)C1=C(C=C2C(=N1)C=NN2C)C 5-(4-((6-methoxypyridin-3-yl)oxy)piperidin-1-yl)-1,6-dimethyl-1H-pyrazolo[4,3-b]pyridine